NC1=NC=C(C=N1)C1=CC=NC=C1 4-(2-aminopyrimidin-5-yl)pyridine